(R)-2-methyl-N-((S)-1-(4-(((S)-tetrahydrofurane-3-yl)oxy)phenyl)ethyl)propane-2-sulfinamide CC(C)(C)[S@@](=O)N[C@@H](C)C1=CC=C(C=C1)O[C@@H]1COCC1